tert-butyl N-[(1S)-1-{[(1S)-1-{[3,5-dichloro-4-(hydroxymethyl)phenyl]carbamoyl}ethyl] carbamoyl}-2-methylpropyl]carbamate ClC=1C=C(C=C(C1CO)Cl)NC(=O)[C@H](C)NC(=O)[C@H](C(C)C)NC(OC(C)(C)C)=O